C(C(=O)O)(=O)O.COC1=CC(=CC=C1O)\C=C\C(=O)CC(=O)\C=C\C1=CC=C(O)C(OC)=C1 curcumin oxalate